C(C=C)(=O)NC=1C=C(C=CC1)C=1C=C(C(=O)N(C)C)C=C(N1)NC1=NNC(=C1)C 2-(3-acrylamidophenyl)-N,N-dimethyl-6-(5-methyl-1H-pyrazol-3-ylamino)isonicotinamide